ClC1=NC(=CC(=C1)C(CN(C(OC(C)(C)C)=O)C[C@H](C)O)O)Cl tert-butyl (2-(2,6-dichloropyridin-4-yl)-2-hydroxyethyl)((S)-2-hydroxypropyl)carbamate